5-(4-methyl-phenylthio)-2-(2-hydroxy-3-tert-butyl-5-methylphenyl)-2H-benzotriazole CC1=CC=C(C=C1)SC1=CC=2C(=NN(N2)C2=C(C(=CC(=C2)C)C(C)(C)C)O)C=C1